C1(CC1)C(=O)C=1N=C2N(N1)[C@@H](CC2)C2=C(C=CC=C2)F (S)-cyclopropyl-(5-(2-fluorophenyl)-6,7-dihydro-5H-pyrrolo[1,2-b][1,2,4]triazol-2-yl)methanone